CC1=CC=C(C=C1)S(=O)(=O)N1CC2CCCNC2C1 racemic-8-p-toluenesulfonyl-2,8-diazabicyclo[4.3.0]nonane